ClC=1C(=NN2C1C(NC[C@H]2C)=O)C2=CC=NC1=CN=C(C=C21)OC (7R)-3-chloro-2-(6-methoxy-1,7-naphthyridin-4-yl)-7-methyl-5H,6H,7H-pyrazolo[1,5-a]pyrazin-4-one